4-methyl-piperazino-ethanol CN1CCN(CC1)C(C)O